C12CN(CC2C1)C=1C2=C(N=CN1)C1=C(S2)N=C(C=C1C)C 4-(3-azabicyclo[3.1.0]hex-3-yl)-7,9-dimethyl-pyrido[3',2':4,5]thieno[3,2-d]pyrimidine